(R)-(3-aminopiperidin-1-yl)(2-(5-fluoro-1-(4-fluorobenzyl)-1H-indol-2-yl)-3-methylimidazo[1,2-a]pyridin-7-yl)methanone N[C@H]1CN(CCC1)C(=O)C1=CC=2N(C=C1)C(=C(N2)C=2N(C1=CC=C(C=C1C2)F)CC2=CC=C(C=C2)F)C